sodium pivaloate salt C(C(C)(C)C)(=O)[O-].[Na+]